Chloro-N-(2-(2-methylpyridin-4-yl)oxazol-4-yl)-2-morpholinooxazolo[4,5-b]pyridine-6-carboxamide ClC1=C(C=C2C(=N1)N=C(O2)N2CCOCC2)C(=O)NC=2N=C(OC2)C2=CC(=NC=C2)C